N-(3-{6-Amino-5-[4-(2-fluoro-benzyloxy)-phenyl]-pyrimidin-4-yloxy}-phenyl)-acrylamide NC1=C(C(=NC=N1)OC=1C=C(C=CC1)NC(C=C)=O)C1=CC=C(C=C1)OCC1=C(C=CC=C1)F